The molecule is a thromboxane which is produced by activated platelets and has prothrombotic properties: it stimulates activation of new platelets as well as increases platelet aggregation. It has a role as a mouse metabolite. It is an epoxy monocarboxylic acid and a thromboxanes A. It is a conjugate acid of a thromboxane A2(1-). CCCCC[C@@H](/C=C/[C@@H]1[C@H]([C@@H]2C[C@@H](O2)O1)C/C=C\\CCCC(=O)O)O